N-[(1R)-2-amino-1-methyl-ethyl]-4-[[3-[4-(difluoromethoxy)phenyl]imidazo[1,2-a]pyrazin-8-yl]amino]-2-methyl-benzamide NC[C@@H](C)NC(C1=C(C=C(C=C1)NC=1C=2N(C=CN1)C(=CN2)C2=CC=C(C=C2)OC(F)F)C)=O